(Rac)-4-bromo-5,6,7,8-tetrahydroisoquinolin-8-ol BrC1=CN=CC=2[C@@H](CCCC12)O |r|